2,4-dimethyl-benzene CC1=CC=CC(=C1)C